C1(CC1)CC#CC1=CC=C(OC=2C(=NON2)C(=O)OCC)C=C1 Ethyl 4-(4-(3-cyclopropylprop-1-ynyl) phenoxy)-1,2,5-oxadiazole-3-carboxylate